FC1=CC=C(C(=O)NCC2=CC=C(C=C2)C=2N=NC(=NN2)C)C=C1 4-fluoro-N-(4-(6-methyl-1,2,4,5-tetrazin-3-yl)benzyl)benzamide